6-bromo-3,4-dichloro-2-methylquinoline BrC=1C=C2C(=C(C(=NC2=CC1)C)Cl)Cl